2-nitroethyl-(2-{2-chloro-4-chloro-5-[3-methyl-2,6-dioxo-4-(trichloromethyl)-3,6-dihydropyrimidin-1(2H)-yl]phenoxy}phenoxy) acetate C(C)(=O)OOC1=C(C(=CC=C1)CC[N+](=O)[O-])OC1=C(C=C(C(=C1)N1C(N(C(=CC1=O)C(Cl)(Cl)Cl)C)=O)Cl)Cl